5-fluoro-1-methyl-N-[5-methyl-2-(trifluoromethyl)benzyl]-1H-pyrazole-4-carboxamide FC1=C(C=NN1C)C(=O)NCC1=C(C=CC(=C1)C)C(F)(F)F